FC1=C(C=C(C=C1)NC=1N=CC2=C(N1)OC(C=C2)=O)C 2-(4-fluoro-3-methylphenylamino)-7H-pyrano[2,3-d]pyrimidin-7-one